m-acetyl-phenol C(C)(=O)C=1C=C(C=CC1)O